(R)-3-(3-(7-(2-naphthoylamino)benzo[d][1,3]dioxol-4-yl)-4-amino-1H-pyrazolo[3,4-d]pyrimidin-1-yl)piperidine-1-carboxylic acid tert-butyl ester C(C)(C)(C)OC(=O)N1C[C@@H](CCC1)N1N=C(C=2C1=NC=NC2N)C2=CC=C(C=1OCOC12)NC(=O)C1=CC2=CC=CC=C2C=C1